S-methyl-N-oleoyl-D-methionine C[S+](CC[C@@H](NC(CCCCCCC\C=C/CCCCCCCC)=O)C(=O)O)C